C1(=CC=CC=C1)S(=O)(=O)C1=C(C=C2CCN(C2=C1)C(CN1C[C@H](NCC1)C)=O)F 1-(6-Benzenesulfonyl-5-fluoro-2,3-dihydro-indol-1-yl)-2-((R)-3-methyl-piperazin-1-yl)-ethanone